((S)-1-cyano-5-(methoxymethyl)pyrrolidin-3-yl)oxazole-2-carboxamide C(#N)N1C[C@H](CC1COC)C=1N=C(OC1)C(=O)N